N1,N1-dimethyl-benzene-1,4-diamine CN(C1=CC=C(C=C1)N)C